CC1C=CC(CC1)(C(C)C)CC(=O)[O-] (4-Methyl-1-propan-2-yl-1-cyclohex-2-enyl)acetate